1,3-bis(3-methacryloyloxy propyl) tetrakis(trimethylsiloxy) disiloxane tert-butyl 4-[2-(4-nitrophenyl)-2-oxo-acetyl]piperazine-1-carboxylate [N+](=O)([O-])C1=CC=C(C=C1)C(C(=O)N1CCN(CC1)C(=O)OC(C)(C)C)=O.C(C(=C)C)(=O)OCCC[Si](O[Si](CCCOC(C(=C)C)=O)(O[Si](C)(C)C)O[Si](C)(C)C)(O[Si](C)(C)C)O[Si](C)(C)C